racemic-3-aminobutanenitrile N[C@@H](CC#N)C |r|